Octamethyltetrasilyl-bis(trimethylsilylmethylcyclopentadienyl)hafnium dichloride [Cl-].[Cl-].C[Hf](C1(C=CC=C1)C[Si](C)(C)C)(C1(C=CC=C1)C[Si](C)(C)C)([SiH3])([SiH3])([SiH3])([SiH3])(C)(C)(C)(C)(C)(C)C